(2S,4R)-1-((S)-2-(4-cyclopropyl-1H-1,2,3-triazol-1-yl)-2-(1-(methylsulfonyl)piperidin-4-yl)acetyl)-4-hydroxy-N-methylpyrrolidine-2-carboxamide C1(CC1)C=1N=NN(C1)[C@H](C(=O)N1[C@@H](C[C@H](C1)O)C(=O)NC)C1CCN(CC1)S(=O)(=O)C